ammoniozinc [NH3+][Zn]